NCC=1C=C(C=CC1F)NC(C1=C(C=CC(=C1)C(F)(F)F)OC1=C(C=C(C=C1)F)C)=O N-(3-(aminomethyl)-4-fluorophenyl)-2-(4-fluoro-2-methylphenoxy)-5-(trifluoromethyl)benzamide